CN(C1=NC(=CC=C1[C@@H]1CC2(CC(C2)(F)F)CCN1CC1=C2C=CN(C2=C(C=C1OC)C)C(=O)OC(C)(C)C)C(=O)OC)C tert-Butyl 4-(((6S)-6-(2-(dimethylamino)-6-(methoxycarbonyl)pyridin-3-yl)-2,2-difluoro-7-azaspiro[3.5]nonan-7-yl)methyl)-5-methoxy-7-methylindole-1-carboxylate